2-((7-formyl-5-methoxy-1-tosyl-1H-indol-4-yl)methyl)-2H-indazole-6-carbonitrile C(=O)C=1C=C(C(=C2C=CN(C12)S(=O)(=O)C1=CC=C(C)C=C1)CN1N=C2C=C(C=CC2=C1)C#N)OC